2-(Oxan-3-yl)acetic acid O1CC(CCC1)CC(=O)O